6-(2,4-dimethoxypyrimidin-5-yl)-4-(3,5-dimethylpiperidin-1-yl)-3-methylpyridazine COC1=NC=C(C(=N1)OC)C1=CC(=C(N=N1)C)N1CC(CC(C1)C)C